[C-]#N.CC=1[NH2+]C=CC1 2-methylpyrrolium cyanide